Tert-butyl [5-(trifluoromethyl)-1H-pyrrolo[3,2-b]pyridin-3-yl]carbamate FC(C1=CC=C2C(=N1)C(=CN2)NC(OC(C)(C)C)=O)(F)F